octaaminocopper N[Cu](N)(N)(N)(N)(N)(N)N